(S)-3,3,3-trifluoro-2-hydroxy-2-methyl-1-(6-(3-methyl-1H-pyrrolo[2,3-b]pyridin-5-yl)-8-((R)-morpholin-3-yl)-3,4-dihydroisoquinolin-2(1H)-yl)propane-1-one FC([C@@](C(=O)N1CC2=C(C=C(C=C2CC1)C=1C=C2C(=NC1)NC=C2C)[C@H]2NCCOC2)(C)O)(F)F